C(C)(C)(C)OC(N(CC1=C(C=CC=C1)OCC1=CC=C(C=C1)F)CCCCBr)=O (4-bromobutyl)(2-((4-fluorobenzyl)oxy)benzyl)carbamic acid tert-butyl ester